C(C1=CC=CC=C1)OC1=C(/C=C/C2=CC=C(S2)/C=C/C2=C(C(OC2(C)C)=C(C#N)C#N)C#N)C=CC(=C1)N(CCCCO)CCCCO 2-[4-[(E)-2-[5-[(E)-2-(Benzyloxy)-4-[bis(4-hydroxybutyl)amino]styryl]thiophen-2-yl]vinyl]-3-cyano-5,5-dimethylfuran-2(5H)-ylidene]malononitrile